2-(2-benzylidenehydrazino)pyridine C(C1=CC=CC=C1)=NNC1=NC=CC=C1